NC=1C2=C(N=C(N1)OCCCC)C(=NN2)CC2=C(C=C(CN1CCC(CC1)NC([C@@H](O)C1CC1)=O)C=C2)OC (S)-N-(1-(4-((7-amino-5-butoxy-1H-pyrazolo[4,3-d]pyrimidin-3-yl)methyl)-3-methoxybenzyl)piperidin-4-yl)-2-cyclopropyl-2-hydroxyacetamide